α-naphthylethyl chloride C1(=CC=CC2=CC=CC=C12)C(C)Cl